FC1=NC=CC=C1C1=NC(=NC=C1)NC1CCC(CC1)NC(OC(C)(C)C)=O tert-butyl (1s,4s)-4-(4-(2-fluoropyridin-3-yl)pyrimidin-2-ylamino)cyclohexylcarbamate